CN(CCN(C1=CC(=C(C=C1[N+](=O)[O-])C1=NN(C2=NC(=NC(=C21)N)N)COCC[Si](C)(C)C)OC)C)C (4-((2-(dimethylamino)ethyl)(methyl)amino)-2-methoxy-5-nitrophenyl)-1-((2-(trimethylsilyl)ethoxy)-methyl)-1H-pyrazolo[3,4-d]pyrimidine-4,6-diamine